NC=1C(=C2N(C=C(N3C2=NC=N3)C)C1C(=O)N)C1=C(C(=CC=C1C)O)C 9-amino-10-(3-hydroxy-2,6-dimethylphenyl)-5-methylpyrrolo[1,2-a][1,2,4]triazolo[5,1-c]pyrazine-8-carboxamide